7-((3R,4R)-4-methoxytetrahydrofuran-3-yl)-2-(methylthio)-7H-pyrrolo[2,3-d]pyrimidine-6-carbonitrile CO[C@@H]1[C@@H](COC1)N1C(=CC2=C1N=C(N=C2)SC)C#N